(S)-hexahydropyridazine-3-carboxylic acid methyl ester COC(=O)[C@H]1NNCCC1